C(C)(C)(C)OC(=O)N1[C@@H]2CC[C@H]([C@H]1C1=NN=C(N1)CC1=CNC3=CC=CC=C13)C2 (1R,3S,4S)-3-(5-((1H-indol-3-yl)methyl)-4H-1,2,4-triazol-3-yl)-2-azabicyclo[2.2.1]heptane-2-carboxylic acid tert-butyl ester